N-((4R,5S)-4-(3-(aminomethyl)phenyl)-7-ethyl-6-oxo-1-phenyl-4,5,6,7-tetrahydro-1H-pyrazolo[3,4-b]pyridin-5-yl)-3-(trifluoromethyl)benzamide NCC=1C=C(C=CC1)[C@@H]1C2=C(N(C([C@H]1NC(C1=CC(=CC=C1)C(F)(F)F)=O)=O)CC)N(N=C2)C2=CC=CC=C2